NC(C(C(CC1CC1)NC(=O)C1C2C(C2CN1C([C@H](C(C)(C)C)NC(C(F)(F)F)=O)=O)(C)C)O)=O N-(4-amino-1-cyclopropyl-3-hydroxy-4-oxobutan-2-yl)-3-((S)-3,3-dimethyl-2-(2,2,2-trifluoroacetamido)butanoyl)-6,6-dimethyl-3-azabicyclo[3.1.0]hexane-2-carboxamide